2,2'-methylenebis(4,6-di-tert-butylphenyl) phosphate hydroxyl-aluminum salt O[Al+2].P1(=O)(OC2=C(C=C(C=C2C(C)(C)C)C(C)(C)C)CC2=C(C(=CC(=C2)C(C)(C)C)C(C)(C)C)O1)[O-].C1C2=C(C(=CC(=C2)C(C)(C)C)C(C)(C)C)OP(=O)(OC2=C1C=C(C=C2C(C)(C)C)C(C)(C)C)[O-]